ClC=1C=C2C(=C3CN(C(C13)=O)[C@@H]1C(NC(CC1)=O)=O)OCC21CCNCC1 (S)-3-(5-chloro-6-oxo-6,8-dihydro-2H,7H-spiro[furo[2,3-e]isoindole-3,4'-piperidin]-7-yl)piperidine-2,6-dione